C(C)OC(=O)C=1C(=C2C(=NC1)C(=CS2)Br)Cl 3-bromo-7-chlorothieno[3,2-b]pyridine-6-carboxylic acid ethyl ester